6-(tert-butylsulfonyl)-3-(3-fluoro-4-methoxy-5-(tributylstannyl)phenyl)-7-methoxyimidazo[1,2-a]pyridine C(C)(C)(C)S(=O)(=O)C=1C(=CC=2N(C1)C(=CN2)C2=CC(=C(C(=C2)[Sn](CCCC)(CCCC)CCCC)OC)F)OC